perfluorohexyl-trichlorosilane FC(C(C(C(C(C(F)(F)F)(F)F)(F)F)(F)F)(F)F)([Si](Cl)(Cl)Cl)F